[N-]=C=O.[N-]=C=O.CC=1C=C(C=CC1)C1=CC(=CC=C1)C 3,3'-dimethyl-biphenyl diisocyanate